[Br-].C(C)[C@]1(C(OCC=2C(N3CC=4C(=NC=5C=CC(=C(C5C4)CN4CCC(CC4)[NH+](C)C)O)C3=CC21)=O)=O)O 1-(((S)-4-ethyl-4,9-dihydroxy-3,14-dioxo-3,4,12,14-tetrahydro-1H-pyrano[3',4':6,7]indolizino[1,2-b]quinolin-10-yl)methyl)-N,N-dimethylpiperidin-4-aminium bromide